C(C1=CC=CC=C1)N1C(=NC=2N(C(N(C(C12)=O)CCCO)=O)C)C1(CCC(CC1)(F)F)F 7-Benzyl-1-(3-hydroxypropyl)-3-methyl-8-(1,4,4-trifluorocyclohexyl)-3,7-dihydro-1H-purine-2,6-dione